O=C(N(CC=1SC=CC1)CC1=CC(=CC=C1)OC)OCOCOCN(COCOCOC(N(CC=1SC=CC1)CC1=CC(=CC=C1)OC)=O)C 3,17-dioxo-1,19-bis(2-thienyl)-2,18-bis(3-methoxybenzyl)-4,6,8,12,14,16-hexaoxa-2,10,18-triaza-10-methyl-nonadecane